benzyl ((((1S,2R,4R)-3-oxo-1-azabicyclo[2.2.1]heptan-2-yl)methoxy)(phenoxy)phosphoryl)-L-alaninate O=C1[C@H](N2CC[C@@H]1C2)COP(=O)(OC2=CC=CC=C2)N[C@@H](C)C(=O)OCC2=CC=CC=C2